CC1=CNC=2N=CN=C(C21)C=2CCN(CC2)C(=O)NC2=CC(=CC=C2)OCC2CCN(CC2)C 4-(5-methyl-7H-pyrrolo[2,3-d]pyrimidin-4-yl)-N-(3-((1-methylpiperidin-4-yl)methoxy)phenyl)-3,6-dihydropyridine-1(2H)-carboxamide